9-(4-chloro-2-fluoro-phenyl)-7-[(2S,4R)-2-(6-keto-1-methyl-3-pyridyl)tetrahydropyran-4-yl]-2,3-dimethyl-pyrimido[1,2-b]pyridazin-4-one ClC1=CC(=C(C=C1)C=1C=2N(N=C(C1)[C@H]1C[C@H](OCC1)C1=CN(C(C=C1)=O)C)C(C(=C(N2)C)C)=O)F